COC1=CC=C(C(=O)N)C=C1 p-Methoxybenzamid